C(C)OCC=1N(C2=C(C=NC=3C=CC=CC23)N1)CC(C)(C)O 2-(ethoxymethyl)-1-(2-hydroxy-2-methylpropyl)-1H-imidazo[4,5-c]quinoline